1-[1-(2-Bromo-5-trifluoromethyl-phenyl)-ethyl]-3-spiro[3.3]hept-2-yl-urea BrC1=C(C=C(C=C1)C(F)(F)F)C(C)NC(=O)NC1CC2(C1)CCC2